C(CCC)NC([O-])=O butylcarbamat